C(C)(C)(C)NCCOCCOCCNC(C)(C)C 1,2-bis-(t-butylaminoethoxy)ethane